3-dimethylamino-1-(quinolin-6-yl)-2-propen-1-one CN(C=CC(=O)C=1C=C2C=CC=NC2=CC1)C